tert-butyl (R)-(cyclobutylmethyl)(1-(4-((4-(6-(pyrrolidin-1-yl)pyrazin-2-yl)-1H-1,2,3-triazol-1-yl)methyl)phenyl)piperidin-3-yl)carbamate C1(CCC1)CN(C(OC(C)(C)C)=O)[C@H]1CN(CCC1)C1=CC=C(C=C1)CN1N=NC(=C1)C1=NC(=CN=C1)N1CCCC1